C(=O)(O)C(C(=O)O)C(=O)O tricarboxyl-methane